CC1=CC2=C(C(=NO2)C2=C(C=CC=C2)[C@H](CC2=NC=CC=C2)NC(OC(C)(C)C)=O)C=C1 tert-Butyl (S)-{1-[2-(6-methylbenzo[d]isoxazol-3-yl)phenyl]-2-(pyridin-2-yl)ethyl}carbamate